potassium (1-benzylpiperidin-4-yl)trifluoroborate C(C1=CC=CC=C1)N1CCC(CC1)[B-](F)(F)F.[K+]